Cl.C(#N)C1=C(C=C(C=N1)N1C(N(C(C1=O)(C)C)C1=CC(=C(OCCN2CCN(CC2)C2(CC2)C(=O)N)C=C1)CC)=S)C(F)(F)F 1-[4-[2-[4-[3-[6-cyano-5-(trifluoromethyl)-3-pyridinyl]-5,5-dimethyl-4-oxo-2-thioxo-imidazolidin-1-yl]-2-ethyl-phenoxy]ethyl]piperazin-1-yl]cyclopropanecarboxamide hydrochloride